OCC(CNC1=C(C(=C(N=N1)C1=C(C=C(C=C1)C(F)(F)F)O)C)C)C 2-{6-[(3-hydroxy-2-methylpropyl)amino]-4,5-dimethylpyridazin-3-yl}-5-(trifluoromethyl)phenol